CC(C)(C)OC(=O)N(C)C1=CC=CC(=C1)N 3-(N-tert-butoxycarbonyl-N-methylamino)aniline